ClC1=CC(=C(CN2C(NC(C3=C2C=CN3)=O)=S)C=C1)[C@@H]1NCCC1 (R)-1-(4-Chloro-2-(pyrrolidin-2-yl)benzyl)-2-thioxo-1,2,3,5-tetrahydro-4H-pyrrolo[3,2-d]pyrimidin-4-one